N-(2-((3-fluoro-4-(trimethylsilyl)phenyl)amino)-1-(4-(methoxymethyl)phenyl)-2-oxoethyl)-3-hydroxyazetidine-1-carboxamide FC=1C=C(C=CC1[Si](C)(C)C)NC(C(C1=CC=C(C=C1)COC)NC(=O)N1CC(C1)O)=O